NC(C(=O)C1=CC=CC=C1)C amino-1-phenyl-1-propanone